N1N=CC(=C1)C1=CC2=C(N=C(S2)N)C=C1 6-(1H-pyrazol-4-yl)benzo[d]thiazol-2-amine